tert-butyl-(3R,4S)-4-[[6-[3-(2-methoxy-4-methylsulfonyl-anilino)prop-1-ynyl]-1-(2,2,2-trifluoroethyl)benzimidazole-4-carbonyl]amino]-3-methyl-piperidine C(C)(C)(C)N1C[C@H]([C@H](CC1)NC(=O)C1=CC(=CC=2N(C=NC21)CC(F)(F)F)C#CCNC2=C(C=C(C=C2)S(=O)(=O)C)OC)C